(S)-(((1-(2-chlorophenyl)-2-oxocyclohexyl)(methyl)carbamoyl)oxy)methyl 2-(3-methyloxetan-3-yl)acetate CC1(COC1)CC(=O)OCOC(N(C)[C@]1(C(CCCC1)=O)C1=C(C=CC=C1)Cl)=O